ClC1=C(C(=CC(=C1)C(F)(F)F)Cl)NN (2,6-dichloro-4-(trifluoromethyl)phenyl)hydrazine